O[C@H](C)[C@@H]1[C@H]2SC(=C(N2C1=O)C(=O)[O-])S[C@H]1CN[C@H](C1)CNS(N)(=O)=O.[K+] Potassium (5R,6S)-6-((R)-1-hydroxyethyl)-7-oxo-3-(((3R,5R)-5-((sulfamoylamino)methyl)pyrrolidin-3-yl)thio)-4-thia-1-azabicyclo[3.2.0]hept-2-ene-2-carboxylate